tert-Butyl N-[(1S)-2-[2-(3-amino-3-oxo-propyl)-2-(2-chloroacetyl)hydrazino]-1-(cyclohexylmethyl)-2-oxo-ethyl]carbamate NC(CCN(NC([C@H](CC1CCCCC1)NC(OC(C)(C)C)=O)=O)C(CCl)=O)=O